C12C(CC(CC1)C2)C(=O)N2CC(C2)NC2=NC=1N([C@H](C(NC1C(=N2)C)=O)C(C)C)C (7S)-2-((1-(bicyclo[2.2.1]heptane-2-carbonyl)azetidin-3-yl)amino)-7-isopropyl-4,8-dimethyl-7,8-dihydropteridin-6(5H)-one